5-bromo-2-(1H-imidazol-1-yl)pyridine BrC=1C=CC(=NC1)N1C=NC=C1